(S)-N-{3-[1-cyclopropyl-1-(2,4-difluorophenyl)ethyl]-1H-indol-7-yl}methanesulfonamide C1(CC1)[C@](C)(C1=C(C=C(C=C1)F)F)C1=CNC2=C(C=CC=C12)NS(=O)(=O)C